(7-(4-methoxybenzyl)-8-methyl-5,6,7,8-tetrahydroimidazo[1,5-a]pyrazin-3-yl)-4-methylthiazole COC1=CC=C(CN2C(C=3N(CC2)C(=NC3)C=3SC=C(N3)C)C)C=C1